C(C)(C)(C)OC(CCC1=CC(=C(C(=O)O)C(=C1)Cl)Cl)=O 4-(3-(tert-butoxy)-3-oxopropyl)-2,6-dichlorobenzoic acid